ClC1=C(C(=O)NC=2C=C3C=C(N(C3=CC2)C(C)C)C(=O)NC2=CC(=CC=C2)Cl)C=C(C=C1)CNC(C(C)C)=O 5-(2-chloro-5-(isobutyrylaminomethyl)benzoylamino)-N-(3-chlorophenyl)-1-isopropyl-1H-indole-2-carboxamide